COC1CC2N(C(C1)C2)C(=O)C2=NC=CC=C2 (Cis-3-methoxy-6-azabicyclo[3.1.1]hept-6-yl)(pyridin-2-yl)methanone